1,3,5-tri(m-pyrid-3-yl-phenyl)benzene N1=CC(=CC=C1)C=1C=C(C=CC1)C1=CC(=CC(=C1)C1=CC(=CC=C1)C=1C=NC=CC1)C1=CC(=CC=C1)C=1C=NC=CC1